OC=1C(=CC=C2CC(OC(C12)=O)C)C(=O)NC(C(=O)OCC)CC1=CC=CC=C1 ethyl 2-[(8-hydroxy-3-methyl-1-oxo-3,4-dihydroisochromene-7-carbonyl) amino]-3-phenylpropionate